FC(C(C1=CC=C(C=C1)C)OS(=O)(=O)C1=CC=C(C=C1)Br)(F)F.C(C)(C)C1=C(C=CC=C1)N1CCNCC1 2-isopropylphenyl-piperazine 2,2,2-Trifluoro-1-p-tolylethyl-4-bromobenzenesulfonate